(2-(2-methyl-6H-oxazolo[4,5-e]indol-8-yl)ethyl)carbamic acid tert-butyl ester C(C)(C)(C)OC(NCCC1=CNC2=CC=C3C(=C12)N=C(O3)C)=O